CC1(CNC(C2=CC=C(C=C12)C1=NC(=NC=C1)NC=1C=CC(=C(C(=O)NC2CCN(CC2)C)C1)F)=O)C 5-((4-(4,4-Dimethyl-1-oxo-1,2,3,4-tetrahydroisoquinolin-6-yl)pyrimidin-2-yl)amino)-2-Fluoro-N-(1-methylpiperidin-4-yl)benzamide